F[C@H]1CS[C@@H]2[C@@H]([C@H]([C@H]([C@@H]([C@@H](C\C=C/C1)N[S@](=O)C(C)(C)C)O2)O)O)O (R)-N-((1R,4R,9R,10R,11R,12S,13R,Z)-4-fluoro-11,12,13-trihydroxy-14-oxa-2-thiabicyclo[8.3.1]tetradec-6-en-9-yl)-2-methylpropan-2-sulfinamide